C(C)(C)(C)OC(=O)N1CCN(CC1)C(COC1=CC=C(C=C1)OCC1=CC=CC=C1)C 4-[2-(4-benzyloxyphenoxy)-1-methyl-ethyl]piperazine-1-carboxylic acid tert-butyl ester